ClC1(C(C12CCN(CC2)S(=O)(=O)N)C2=NC(=NO2)C2=C(C=C(C=C2)F)C(F)(F)F)Cl 1,1-Dichloro-2-{3-[4-fluoro-2-(trifluoromethyl)phenyl]-1,2,4-oxadiazol-5-yl}-6-azaspiro[2.5]octan-6-sulfonamid